S(=O)(=O)(O)O.C(CCCCCCC\C=C/CCCCCCCC)(=O)O oleic acid sulfate